potassium p-toluate C1(=CC=C(C=C1)C(=O)[O-])C.[K+]